4,7-difluoro-N-(4-methoxybenzo[d]thiazol-2-yl)benzo[d]thiazol-2-amine FC1=CC=C(C2=C1N=C(S2)NC=2SC1=C(N2)C(=CC=C1)OC)F